2,3-Difluoro-4-[4-[2,2,2-trifluoro-1-hydroxy-1-(trifluoromethyl)ethyl]phenyl]benzaldehyde FC1=C(C=O)C=CC(=C1F)C1=CC=C(C=C1)C(C(F)(F)F)(C(F)(F)F)O